2,6-dimethyl-p-benzoquinone CC1=CC(=O)C=C(C1=O)C